rel-isopropyl ((1R,3S)-3-(5-((4-(N-(tert-butoxycarbonyl)sulfamoyl)phenyl)amino)pyrazin-2-yl)cyclopentyl)carbamate C(C)(C)(C)OC(=O)NS(=O)(=O)C1=CC=C(C=C1)NC=1N=CC(=NC1)[C@@H]1C[C@@H](CC1)NC(OC(C)C)=O |o1:24,26|